N-(4-fluorophenyl)-4-(1-methyl-1H-indol-3-yl)pyrimidin-2-amine FC1=CC=C(C=C1)NC1=NC=CC(=N1)C1=CN(C2=CC=CC=C12)C